COC[C@H]1CN(CC1)C1=CC=C2C(=N1)OC(C=C2C2=C(C=CC=C2)C)=O |r| Racemic-7-(3-(methoxymethyl)pyrrolidin-1-yl)-4-(o-tolyl)-2H-pyrano[2,3-b]pyridin-2-one